C1(CC1)C1=CC(=C(C=C1)N(C(=O)[C@@H]1NC[C@@H](C1)OC)C(C(=O)NC1CCC(CC1)(F)F)C=1C=NC=CC1C(F)(F)F)F (2R,4R)-N-(4-cyclopropyl-2-fluorophenyl)-N-(2-((4,4-difluorocyclohexyl)amino)-2-oxo-1-(4-(trifluoromethyl)pyridin-3-yl)ethyl)-4-methoxypyrrolidine-2-carboxamide